C(#N)C=1C=C2C=CC(=NC2=CC1)NC=1OC2=C(N1)C=C(C=C2F)C2CCN(CC2)C(=O)OC(C)(C)C tert-butyl 4-(2-((6-cyanoquinolin-2-yl)amino)-7-fluorobenzo[d]oxazol-5-yl)piperidine-1-carboxylate